[K].FC1=CC(=C(C(=C1)C1=CC(=NC=C1)OC)CC(=O)NS(N(C1CN(CC1)C)C)(=O)=O)C(C)C 2-(4-Fluoro-2-isopropyl-6-(2-methoxypyridin-4-yl)phenyl)-N-(N-methyl-N-(1-methylpyrrolidin-3-yl)sulfamoyl)acetamide, Potassium Salt